BrC=1C(=C2C(=NC1)N(CC21CC(CC1)=O)CC1=CC=C(C=C1)OC)Cl 5-bromo-4-chloro-1-[(4-methoxyphenyl)methyl]spiro[2H-pyrrolo[2,3-b]pyridine-3,3'-cyclopentane]-1'-one